[Br-].NC1=CC=CC=C1 aminobenzene bromide